2,6-dichloro-4-(1-(fluoro(4-methyl-4H-1,2,4-triazol-3-yl)methyl)cyclobutyl)pyridine ClC1=NC(=CC(=C1)C1(CCC1)C(C1=NN=CN1C)F)Cl